N-{[1,1'-biphenyl]-2-yl}-9,9-dimethyl-9H-fluoren-2-amine C1(=C(C=CC=C1)NC1=CC=2C(C3=CC=CC=C3C2C=C1)(C)C)C1=CC=CC=C1